tert-butyl N-(5-{[(5-cyano-2-methanesulfinylpyrimidin-4-yl)amino]-methyl}adamantan-2-yl)carbamate C(#N)C=1C(=NC(=NC1)S(=O)C)NCC12CC3C(C(CC(C1)C3)C2)NC(OC(C)(C)C)=O